2-(5,6-DIMETHYLBENZO[D]OXAZOL-2-YL)ACETONITRILE CC=1C(=CC2=C(N=C(O2)CC#N)C1)C